3-chloro-4-cyclopropyl-5-(8-fluoro-2-(((2R,7aS)-2-fluorotetrahydro-1H-pyrrolizin-7a(5H)-yl)methoxy)-4-(4,7-diazaspiro[2.5]octan-7-yl)quinazolin-7-yl)phenol ClC=1C=C(C=C(C1C1CC1)C1=CC=C2C(=NC(=NC2=C1F)OC[C@]12CCCN2C[C@@H](C1)F)N1CCNC2(CC2)C1)O